C(C)(C)(C)S(=O)(=O)C1=CC=C(O1)C(=O)NC1CC2(C1)CC(C2)C=2OC1=C(N2)C=C(C=C1)Cl 5-tert-butylsulfonyl-N-[6-(5-chloro-1,3-benzoxazol-2-yl)spiro[3.3]heptane-2-yl]furan-2-carboxamide